C(C)(=O)OC[C@@H]1N(CCC1)C1=C(C(=CC=C1)S(=O)(=O)Cl)C |r| {(2RS)-1-[3-(chlorosulfonyl)-2-methylphenyl]pyrrolidin-2-yl}methyl acetate